N-(3-(3'-chloro-6-methoxy-5-((((5-oxopyrrolidin-2-yl)methyl)amino)methyl)-[2,4'-bipyridin]-2'-yl)-2-methylphenyl)-5-methoxy-4-((((5-oxopyrrolidin-2-yl)methyl)amino)methyl)picolinamide ClC=1C(=NC=CC1C1=NC(=C(C=C1)CNCC1NC(CC1)=O)OC)C=1C(=C(C=CC1)NC(C1=NC=C(C(=C1)CNCC1NC(CC1)=O)OC)=O)C